C(CC)C(CC1(CCCCC1)CC(CCCC)CC)CCCCC (2-propylheptyl)(2-ethylhexyl)cyclohexane